6-(6-chloropyrimidin-4-yl)pyridine ClC1=CC(=NC=N1)C1=CC=CC=N1